C1N(CCC12CCOCC2)[C@@H]2[C@@H](CCC2)OC=2C=C1CN(C(C1=CC2)=O)C2C(NC(CC2)=O)=O 3-(5-(((1R,2S)-2-(8-oxa-2-azaspiro[4.5]decan-2-yl)cyclopentyl)oxy)-1-oxoisoindolin-2-yl)piperidine-2,6-dione